C1(CCCC1)C(CC#N)N1N=CC(=C1)C=1C2=C(N=CN1)NC=C2 3-cyclopentyl-3-[4-(7H-pyrrolo[2,3-d]pyrimidin-4-yl)-1H-pyrazol-1-yl]propionitrile